N1(CCC1)C1=CC=C2C3(CC=4C(=NOC4C2=C1)NS(=O)(=O)C1=C(C=C(C=C1OC)C(=O)N1CCN(CC1)C)OC)CC3 N-(8'-(azetidin-1-yl)-4'H-spiro[cyclopropane-1,5'-naphtho[2,1-d]isoxazol]-3'-yl)-2,6-dimethoxy-4-(4-methylpiperazine-1-carbonyl)benzenesulfonamide